FC=1C(=NNC1)S(=O)(N)=NC(NC1=C2C(=NC(=C1C1=CC=CC=C1)C)CCC2)=O 4-fluoro-N'-((2-methyl-3-phenyl-6,7-dihydro-5H-cyclopenta[b]pyridin-4-yl)carbamoyl)-1H-pyrazole-3-sulfonimidamide